C(C)(C)OC(CCC(C)(C1=CC=C(C=C1)O)C1=CC=C(C=C1)O)=O isopropyl-4,4-bis(4-hydroxyphenyl)pentanoate